OC[C@H](C1=CC=CC=C1)NC1=NC(=NC=C1C=1OC(=NN1)C)NC1=CC(=C(C(=O)N)C=C1)C 4-[[4-[[(1S)-2-hydroxy-1-phenyl-ethyl]amino]-5-(5-methyl-1,3,4-oxadiazol-2-yl)pyrimidin-2-yl]amino]-2-methyl-benzamide